(propan-2-yl) chloride CC(C)Cl